(1S,2R)-1-(3-fluorophenyl)-2-(hydroxymethyl)cyclopropane-1-carboxylic acid FC=1C=C(C=CC1)[C@]1([C@@H](C1)CO)C(=O)O